tert-butyl methyl(3-(trifluoromethyl)-7,8-dihydro-5H-pyrano[4,3-b]pyridin-8-yl)carbamate CN(C(OC(C)(C)C)=O)C1COCC=2C1=NC=C(C2)C(F)(F)F